Neododecanoat C(CCCCCCCC(C)(C)C)(=O)[O-]